CN(C1(CCC2(CN(C(N2)=O)C2=CC(=CC=C2)C(F)(F)F)CC1)C1=CC=CC=C1)C cis-8-dimethylamino-8-phenyl-3-[3-(trifluoromethyl)phenyl]-1,3-diazaspiro[4.5]decan-2-one